2-((1R,6S)-6-phenyl-3-azabicyclo[4.1.0]heptane-3-carbonyl)-7-oxa-5-azaspiro[3.4]octan-6-one C1(=CC=CC=C1)[C@]12CCN(C[C@@H]2C1)C(=O)C1CC2(C1)NC(OC2)=O